1-(6-(4-(3H-imidazo[4,5-b]pyridin-7-yl)-1H-pyrazol-1-yl)pyridin-3-yl)-2,2,2-trifluoro-1-(tetrahydro-2H-pyran-4-yl)ethanol N1=CNC2=NC=CC(=C21)C=2C=NN(C2)C2=CC=C(C=N2)C(C(F)(F)F)(O)C2CCOCC2